[7-(5-amino-6-fluoro-pyridin-3-yl)-4-methoxy-thiazolo[4,5-c]pyridin-2-yl]-amid NC=1C=C(C=NC1F)C=1C2=C(C(=NC1)OC)N=C(S2)[NH-]